C1(=CC=CC=C1)CC[C@H](C(=O)OC)OS(=O)(=O)C(F)(F)F methyl (R)-4-phenyl-2-(((trifluoromethyl)sulfonyl)oxy)butyrate